ClC=1C=C(C=CC1N1N=CC=C1)NC(=O)C=1C=NN(C1C1CC1)C=1C=2C3=C(C(NC3=CC1)=C=O)C=CC2 N-(3-chloro-4-(1H-Pyrazol-1-yl)phenyl)-5-cyclopropyl-1-(2-carbonyl-1,2-dihydrobenzo[cd]indol-6-yl)-1H-pyrazole-4-Formamide